5-(3-((trans)-4-(2-bromoethoxy)cyclohexyl)-4,4-dimethyl-5-oxo-2-thioxoimidazolidin-1-yl)-3-(trifluoromethyl)pyridinecarbonitrile BrCCO[C@@H]1CC[C@H](CC1)N1C(N(C(C1(C)C)=O)C=1C=C(C(=NC1)C#N)C(F)(F)F)=S